CC(C(C(=O)OC)C1=CC(=NO1)OCCOC1OCCCC1)C methyl 3-methyl-2-[3-[2-(oxan-2-yloxy)ethoxy]-1,2-oxazol-5-yl]butanoate